CC(CC[C@@H](C(=O)O)NCC=1C=CC2=C(N(C(CO2)=O)C)C1)(C)C (2S)-5,5-dimethyl-2-{[(4-methyl-3-oxo-3,4-dihydro-2H-1,4-benzoxazin-6-yl)methyl]amino}hexanoic acid